ClC1=CC=CC2=CC3=C(CNC[C@H](O3)CC)C=C12 (R)-7-chloro-2-ethyl-2,3,4,5-tetrahydronaphtho[2,3-f][1,4]oxazepine